FC1(CN(CC1)C1=NC(=NC=C1)NCCCC1=CC=CC=C1)F 4-(3,3-Difluoropyrrolidin-1-yl)-N-(3-phenylpropyl)pyrimidin-2-amine